(R)-N-(3-(1-((2-amino-5-chloropyridin-3-yl)oxy)ethyl)-phenyl)-4-(methylsulfonyl)-benzamide NC1=NC=C(C=C1O[C@H](C)C=1C=C(C=CC1)NC(C1=CC=C(C=C1)S(=O)(=O)C)=O)Cl